NC[C@H](O)C=1C=NC=CC1 |r| racemic-2-amino-1-(pyridin-3-yl)ethan-1-ol